O1CCN(CC1)C(C#N)C#N morpholinomalononitrile